N-(5-((1H-pyrazol-1-yl)methyl)-3,4-dihydro-2H-chromeno[8,7-d]isoxazol-9-yl)-6-Methoxy-2,3-dihydro-1H-indene-5-sulfonamide N1(N=CC=C1)CC1=C2CCCOC2=C2C(=NOC2=C1)NS(=O)(=O)C=1C=C2CCCC2=CC1OC